rac-N-((4R,5R)-7-ethyl-4-(4-fluorophenyl)-6-oxo-3-((Z)-(5-oxopyrrolidin-2-ylidene)methyl)-1-phenyl-4,5,6,7-tetrahydro-1H-pyrazolo[3,4-b]pyridin-5-yl)-3-(trifluoromethyl)benzamide C(C)N1C2=C([C@H]([C@H](C1=O)NC(C1=CC(=CC=C1)C(F)(F)F)=O)C1=CC=C(C=C1)F)C(=NN2C2=CC=CC=C2)\C=C\2/NC(CC2)=O |r|